(Z)-(4-Chlorobut-2-en-1-yl)carbamic acid tert-butyl ester C(C)(C)(C)OC(NC\C=C/CCl)=O